N-phenyl-methylmorpholine C1(=CC=CC=C1)N1C(COCC1)C